2-[6-benzyloxy-1-[4-[4-(dimethoxymethyl)-1-piperidyl]phenyl]-3,4-dihydronaphthalen-2-yl]pyridine C(C1=CC=CC=C1)OC=1C=C2CCC(=C(C2=CC1)C1=CC=C(C=C1)N1CCC(CC1)C(OC)OC)C1=NC=CC=C1